Cl.COC=1C=C2CCNCC2=CC1NC1=NC=C2C(=N1)N(N=C2)[C@@H]2CC[C@H](CC2)O trans-4-(6-((6-methoxy-1,2,3,4-tetrahydroisoquinolin-7-yl)amino)-1H-pyrazolo[3,4-d]pyrimidin-1-yl)cyclohexan-1-ol hydrochloride